C(C1=CC=CC=C1)N([C@H]1CC(CCC1)=O)CC1=CC=CC=C1 (R)-3-(dibenzylamino)cyclohexanone